FC(OC1=NC(=CC=C1NC(=O)C1(CC(C1)CC(=O)OCC)C1=C(C=CC=C1)C(C)C)OC)F ethyl 2-((1s,3s)-3-((2-(difluoromethoxy)-6-methoxypyridin-3-yl)carbamoyl)-3-(2-isopropylphenyl)cyclobutyl)acetate